(S)-1-([1,1'-biphenyl]-3-yl)-1,1-difluoro-3-methylbutan-2-yl((S)-1-(((S)-1-hydroxy-3-((S)-2-oxo pyrrolidin-3-yl)propan-2-yl)amino)-4-methyl-1-oxopentan-2-yl)carbamate C1(=CC(=CC=C1)C([C@H](C(C)C)N(C([O-])=O)[C@H](C(=O)N[C@H](CO)C[C@H]1C(NCC1)=O)CC(C)C)(F)F)C1=CC=CC=C1